ClC1=CC=C(C=C1)CC(=O)NN1C(C2=CC=CC=C2C(=N1)C(F)(F)F)=O 2-(4-chlorophenyl)-N-[1-oxo-4-(trifluoromethyl)phthalazin-2(1H)-yl]acetamide